α-4-dibromoacetophenone C1=CC(=CC=C1C(=O)CBr)Br